N1=CC=C(C=C1)[C@@H](C)O |r| (rac)-1-(pyridin-4-yl)ethan-1-ol